NC1=CC2=C(N(C(N2C)=O)C)C=C1[N+](=O)[O-] 5-amino-1,3-dimethyl-6-nitro-1,3-dihydro-2H-benzo[d]imidazol-2-one